N-((2S,3S)-1-hydroxy-3-methylpentan-2-yl)-2-nitrobenzenesulfonamide OC[C@H]([C@H](CC)C)NS(=O)(=O)C1=C(C=CC=C1)[N+](=O)[O-]